BrC1=C(C=C2C=C(N=CC2=C1)N(CCCC(F)(F)F)C)C(F)(F)P(O)(O)=O ((7-bromo-3-(methyl(4,4,4-trifluorobutyl)amino)isoquinolin-6-yl)difluoromethyl)phosphonic acid